C(CC)OP(=O)(OCCC)[O-].[Cu+] copper dipropylphosphate